C1(CC1)CN1CCC2(CCN(CC2)C2=CC=C(N=N2)C(=O)NCC(C=2C=NC=CC2)O)OC2=C1C=CC=C2 6-[5-(cyclopropylmethyl)-4,5-dihydro-1'H,3H-spiro[1,5-benzoxazepine-2,4'-piperidin]-1'-yl]-N-(2-hydroxy-2-pyridin-3-ylethyl)pyridazine-3-carboxamide